C(CCC)OCOCC1OC1 2-[(butoxymethoxy)methyl]oxirane